O=C1C[C@@H](CC1)C(=O)N1CCN(CC1)CC1=CN=C2C=C(C(NC2=C1)=O)CC 7-[(4-{[(R)-3-oxocyclopentyl]carbonyl}-1-piperazinyl)methyl]-3-ethyl-1,5-diaza-2(1H)-naphthalenone